8-hydroxyquinolate sodium [Na+].OC=1C=CC=C2C=CC(=NC12)C(=O)[O-]